(4-(Methyl((trans)-4-((N-methylsulfamoyl) methyl)cyclohexyl)amino)-7H-pyrrolo[2,3-d]pyrimidin-7-yl)methyl (S)-2-((tert-butoxycarbonyl) amino)-2-phenylacetate C(C)(C)(C)OC(=O)N[C@H](C(=O)OCN1C=CC2=C1N=CN=C2N([C@@H]2CC[C@H](CC2)CS(NC)(=O)=O)C)C2=CC=CC=C2